Cl.CC(O)(C(C(C)C)N)C 2,2,4,4-tetramethyloxabutan-3-amine hydrochloride